FC1=CC=C(C=C1)[C@H]1COC2=C1C=C(C=C2C(=O)NC)C(=O)NC=2C=NN(C2)C |r| (+/-)-3-(4-Fluorophenyl)-N7-methyl-N5-(1-methyl-1H-pyrazol-4-yl)-2,3-dihydrobenzofuran-5,7-dicarboxamide